C(C)OC(=O)C1C(CNCCC1)N 3-aminoazepan-4-carboxylic acid ethyl ester